1-((3R)-13-((4-([1,2,4]triazolo[1,5-a]pyridin-7-yloxy)-3-methylphenyl)amino)-2,3,5,6-tetrahydro-4H-3,7-methano[1,4,7]oxadiazonino[2,3-f]quinazolin-4-yl)prop-2-en-1-one N=1C=NN2C1C=C(C=C2)OC2=C(C=C(C=C2)NC2=NC=NC1=CC=C3C(=C21)OC[C@@H]2N(CCN3C2)C(C=C)=O)C